BrC=1C=CC(=NC1)P(=O)(CC)CC 5-bromo-2-(diethylphosphoryl)pyridine